O1[C@@H](COCC1)CC(=O)O 2-[(2R)-1,4-dioxan-2-yl]acetic acid